C(C)(C)(C)S(=O)N1[C@@H](CCCC1)C1=NC(=NO1)CCCC1=CC=CC=C1 5-((2S)-1-(tert-butylsulfinyl)piperidin-2-yl)-3-(3-phenylpropyl)-1,2,4-oxadiazole